4-(4-methylthiobenzyl)-1-methyl-quinolin-2(1H)-one CSC1=CC=C(CC2=CC(N(C3=CC=CC=C23)C)=O)C=C1